C(CCC)OC=1N=C(C2=C(N1)C(=NN2)CC2=CC=C(C=C2)CNC2CC2)N 5-Butoxy-3-(4-((cyclopropylamino)methyl)benzyl)-1H-pyrazolo[4,3-d]pyrimidin-7-amine